ClC1=NC(N2C[C@H]3CCCN3C2=C1)=O (6R)-11-chloro-2,8,10-triazatricyclo[6.4.0.02,6]dodeca-1(12),10-dien-9-one